Tert-butyl N-[2-[(1,3-dioxoisoindolin-2-yl)methyl]spiro[3.5]nonan-7-yl]-N-methyl-carbamate O=C1N(C(C2=CC=CC=C12)=O)CC1CC2(C1)CCC(CC2)N(C(OC(C)(C)C)=O)C